ClC1=C(C(=NC=N1)NC=1C=2C=NN(C2C=CC1C)C1OCCCC1)I N-(6-chloro-5-iodopyrimidin-4-yl)-5-methyl-1-(tetrahydro-2H-pyran-2-yl)-1H-indazol-4-amine